C(C)N1N=CC(=C1)CC1=C(C=CC(=C1)[N+](=O)[O-])OC1=CC=CC=C1 1-Ethyl-4-[(5-nitro-2-phenoxyphenyl)methyl]-1H-pyrazole